2-cyclopropyl-7-(dimethylamino)-4-[3-(1,3-oxazol-2-ylamino)phenyl]-[1,3]thiazolo[4,5-d]pyrimidin-5-one C1(CC1)C=1SC2=C(N(C(N=C2N(C)C)=O)C2=CC(=CC=C2)NC=2OC=CN2)N1